ClC=1C=CC(=NC1C(F)F)[C@H](NC(=O)[C@H]1NC(NC1)=O)C=1C=NC(=C(C1)Cl)C(F)(F)F |o1:10| (S)-N-((R or S)-(5-chloro-6-(difluoromethyl)pyridin-2-yl)(5-chloro-6-(trifluoromethyl)-pyridin-3-yl)methyl)-2-oxoimidazolidine-4-carboxamide